BrC1=C(C(=CN(C1=O)N1CCOCC1)C(=O)OC)NC(=O)OC(C)(C)C Methyl 5-bromo-4-((tert-butoxycarbonyl) amino)-1-morpholino-6-oxo-1,6-dihydropyridine-3-carboxylate